FC1=C(CNC=2NC(=C(N2)C=2C=C3C=NN(C3=CC2)C)C2=NC(=CC=C2)C)C=CC=C1C N-(2-fluoro-3-methylbenzyl)-4-(1-methyl-1H-indazol-5-yl)-5-(6-methylpyridin-2-yl)-1H-imidazol-2-amine